2,2'-dimethyl-9,9'-spirobifluorene CC1=CC=2C3(C4=CC=CC=C4C2C=C1)C1=CC=CC=C1C=1C=CC(=CC13)C